3-cyclopropyl-N,N-dimethyl-4-(3-methyl-4-methylsulfonyl-phenyl)-1H-indazole-5-sulfonamide C1(CC1)C1=NNC2=CC=C(C(=C12)C1=CC(=C(C=C1)S(=O)(=O)C)C)S(=O)(=O)N(C)C